ClC1=CC(=CC(=N1)N1CCN(CC1)S(=O)(=O)C1=CC=C(C=C1)C1=C(C(=O)N)C=CC(=C1)CN1[C@@H](CCC1)CCN)C(F)(F)F [4-[4-[6-chloro-4-(trifluoromethyl)-2-pyridyl]piperazin-1-yl]sulfonylphenyl]-4-[[(2S)-2-(2-aminoethyl)pyrrolidin-1-yl]methyl]benzamide